(1,3-bis-(2,4,6-trimethylphenyl)-2-imidazolidinylidene)dichloro(phenylmethylene)(tricyclohexylphosphine) ruthenium [Ru].CC1=C(C(=CC(=C1)C)C)N1C(N(CC1)C1=C(C=C(C=C1C)C)C)=C1C(C(C(CC1)(P(C1CCCCC1)C1CCCCC1)Cl)=CC1=CC=CC=C1)Cl